N,1,1-trimethyl-7-morpholino-3,4-dihydro-1H-pyrano[4,3-c]pyridin-4-amine CNC1COC(C2=C1C=NC(=C2)N2CCOCC2)(C)C